The molecule is 8a,13-dihydrobenzo[2,3]pyrrolo[3',4':5,6]indolizino[8,7-b]indole-6,8(5aH,7H)-dione which is substituted by chlorines at positions 2 and 10, hydroxy groups at positions 5a and 8a, a methoxy group at position 14, and a methyl group at position 7 (the 5aR,8aS diastereoisomer). It has been isolated from the culture broth of Streptomyces uncialis. It is a cladoniamide, an organic heterohexacyclic compound, an organochlorine compound, a dicarboximide, a tertiary alcohol and a diol. CN1C(=O)[C@@]2(C3=C(C4=C(C5=C(N4[C@@]2(C1=O)O)C=CC(=C5)Cl)OC)NC6=C3C=C(C=C6)Cl)O